N-(2-(1-((2-(2,6-dioxopiperidin-3-yl)-1-oxoisoindoline-5-yl)methyl)piperidin-4-yl)-5-(2-hydroxypropan-2-yl)benzo[d]oxazol-6-yl)-6-(trifluoromethyl)pyridine-2-carboxamide O=C1NC(CCC1N1C(C2=CC=C(C=C2C1)CN1CCC(CC1)C=1OC2=C(N1)C=C(C(=C2)NC(=O)C2=NC(=CC=C2)C(F)(F)F)C(C)(C)O)=O)=O